ClC=1C=C(C=CC1OC)N1C(=NC2=C1C=CC(=C2)N2CCOCC2)C#C[Si](C(C)C)(C(C)C)C(C)C 4-(1-(3-chloro-4-methoxyphenyl)-2-((triisopropylsilyl)ethynyl)-1H-benzo[d]imidazol-5-yl)morpholine